3-(6-methoxy-5-(trifluoromethyl)pyridin-3-yl)but-3-enoic acid COC1=C(C=C(C=N1)C(CC(=O)O)=C)C(F)(F)F